tert-Butyl 6-bromo-3,3-dimethyl-2,3-dihydro-1H-pyrrolo[3,2-b]pyridine-1-carboxylate BrC=1C=C2C(=NC1)C(CN2C(=O)OC(C)(C)C)(C)C